C[NH+]1CCCC1C 1,5-dimethylpyrrolidinium